C(#N)CCN1N=NC(=C1)C1=CC(=C(C(=O)N([C@H]2CNCCC2)C2=NC=CC3=CC=CC(=C23)C)C=C1)F (R)-4-(1-(2-cyanoethyl)-1H-1,2,3-triazol-4-yl)-2-fluoro-N-(8-methylisoquinolin-1-yl)-N-(piperidin-3-yl)benzamide